2-azido-4-(3,3-difluoro-4,4-dimethyl-pyrrolidin-1-yl)pyridine-3-carbaldehyde N(=[N+]=[N-])C1=NC=CC(=C1C=O)N1CC(C(C1)(C)C)(F)F